COC=1C=C2C=C(NC2=CC1C=1N=NC(=CC1)OC)CNC(CC(F)F)=O N-{[5-methoxy-6-(6-methoxy-3-pyridazinyl)-2-indolyl]methyl}3,3-difluoropropionamide